2'-amino[biphenyl] NC1=C(C=CC=C1)C1=CC=CC=C1